COC1=C2C(NC(=NC2=CC(=C1OC)OC)C(C1=CC=C(C=C1)OC)=O)=O 5,6,7-trimethoxy-2-(4-methoxybenzoyl)quinazolin-4(3H)-one